(2,3-dichlorobenzyl)benzo[d]isothiazol-3(2H)-one-1,1-dioxide ClC1=C(CN2S(C3=C(C2=O)C=CC=C3)(=O)=O)C=CC=C1Cl